ClC1=CC(=NC(=N1)N1C2=CC=CC=C2C=2C=CC=CC12)N1C2=CC=CC=C2C=2C=CC=CC12 9,9'-(6-chloropyrimidine-2,4-diyl)bis(9H-carbazole)